N-({4-amino-3-methyl-1H,3H-furo[3,4-c]quinolin-7-yl}methyl)-2-cyclopropyl-N-(4-fluoro-2-methanesulfonylphenyl)pyrimidine-5-carboxamide NC1=NC=2C=C(C=CC2C2=C1C(OC2)C)CN(C(=O)C=2C=NC(=NC2)C2CC2)C2=C(C=C(C=C2)F)S(=O)(=O)C